rac-(3R,5R)-3-amino-5-(2-boronoethyl)piperidine-3-carboxylic acid dihydrochloride Cl.Cl.N[C@]1(CNC[C@@H](C1)CCB(O)O)C(=O)O |r|